1-(3-(6-chlorofuro[3,2-b]pyridin-3-yl)phenyl)-N,N-dimethylmethanesulfonamide ClC=1C=C2C(=NC1)C(=CO2)C=2C=C(C=CC2)CS(=O)(=O)N(C)C